C(C)(C)(C)OC(=O)N1CCC2(CC1)CCC(CC2)=O 9-oxo-3-azaspiro[5.5]undecan-3-carboxylic acid tert-butyl ester